C(C)C1=C(C=CC(=C1)O)\N=C(/N)\C1=C(C=2N(N=C1)C=C(C2)C=2C=NC(=CC2C)OC)NC2C1(CN(C1)C(=O)OC(C)(C)C)CC2 tert-butyl (Z)-5-((3-(N'-(2-ethyl-4-hydroxyphenyl)carbamimidoyl)-6-(6-methoxy-4-methylpyridin-3-yl)pyrrolo[1,2-b]pyridazin-4-yl)amino)-2-azaspiro[3.3]heptane-2-carboxylate